C1(=CC=CC=C1)CCS(=O)(=O)NCCCOC1=CC=C2CCC3(C2=C1)CCC(CC3)C(=O)O 6'-{3-[(2-phenylethanesulfonyl)amino]propoxy}-2',3'-dihydrospiro[cyclohexane-1,1'-indene]-4-carboxylic acid